N-(3-chloro-4-((2-(1-methyl-1H-pyrazol-4-yl)pyridin-4-yl)oxy)phenyl)-3-(4-fluorophenyl)-1-isopropyl-2,4-dioxo-1,2,3,4-tetrahydropyrimidin-5-carboxamide ClC=1C=C(C=CC1OC1=CC(=NC=C1)C=1C=NN(C1)C)NC(=O)C=1C(N(C(N(C1)C(C)C)=O)C1=CC=C(C=C1)F)=O